FC(CN1N=C2C=C(C=CC2=C1)COC1=CC=CC(=N1)C1CCN(CC1)CC1=NC2=C(N1C[C@H]1OCC1)C=C(C=C2)C(=O)O)F (S)-2-((4-(6-((2-(2,2-difluoroethyl)-2H-indazole-6-yl)methoxy)pyridin-2-yl)piperidin-1-yl)methyl)-1-(oxetan-2-ylmethyl)-1H-benzo[d]imidazole-6-Carboxylic acid